6-(4-(methylsulfonyl)phenyl)naphthalen-2-yl trifluoromethanesulfonate FC(S(=O)(=O)OC1=CC2=CC=C(C=C2C=C1)C1=CC=C(C=C1)S(=O)(=O)C)(F)F